1-ethynyl-2,3-difluoro-4-methylbenzene C(#C)C1=C(C(=C(C=C1)C)F)F